ClC=1C=C(C(=O)NC2(COC2)C)C=CC1C=1N(C2=NC=NC(=C2N1)OC1(CC1)C)CC1=NC=CC(=C1)C 3-chloro-4-(6-(1-methylcyclopropoxy)-9-((4-methylpyridin-2-yl)methyl)-9H-purin-8-yl)-N-(3-methyloxetan-3-yl)benzamide